N-ethylquinoxalinone CCN1C2=CC=CC=C2N=CC1=O